BrC=1C=NC(=NC1)C1(COCC1)O 3-(5-bromopyrimidin-2-yl)oxolan-3-ol